4-fluoro-2-ethoxybenzonitrile FC1=CC(=C(C#N)C=C1)OCC